2-(methylthio)-5-(phenyl-(benzenesulfonyl)methyl)thiophene CSC=1SC(=CC1)C(S(=O)(=O)C1=CC=CC=C1)C1=CC=CC=C1